2-((3-(2,6-Dioxopiperidin-3-yl)-1-methyl-1H-indazol-6-yl)oxy)-N-(3-fluoro-bicyclo[1.1.1]pentan-1-yl)acetamide O=C1NC(CCC1C1=NN(C2=CC(=CC=C12)OCC(=O)NC12CC(C1)(C2)F)C)=O